FC(C1=CC=C(C=N1)C1CN2[C@H](CO1)CN(CC2)C(=O)C2=C(C(=CC=C2)C=2C(=NNC2)F)Cl)(F)F [(9aS)-3-[6-(trifluoromethyl)-3-pyridyl]-3,4,6,7,9,9a-hexahydro-1H-pyrazino[2,1-c][1,4]oxazin-8-yl]-[2-chloro-3-(3-fluoro-1H-pyrazol-4-yl)phenyl]methanone